5-(8-fluoro-5-oxo-5,6-dihydro-11H-indolo[3,2-c]isoquinolin-11-yl)-N-hydroxypentanamide FC=1C=C2C(=CC1)N(C1=C2NC(C2=CC=CC=C12)=O)CCCCC(=O)NO